10-(2-Dimethylaminopropyl)-2-propionylphenothiazine CN(C(CN1C2=CC=CC=C2SC=2C=CC(=CC12)C(CC)=O)C)C